OC1=CC=C(C=C1)C1=CC=C(C=C1)C=C 4-hydroxy-4'-vinyl-biphenyl